1-(4-(3-(6-(((3S,4S)-3-fluoropiperidin-4-yl)amino)pyridin-2-yl)imidazo[1,2-b]pyridazin-6-yl)-1H-pyrazol-1-yl)-2-methylpropan-2-ol F[C@H]1CNCC[C@@H]1NC1=CC=CC(=N1)C1=CN=C2N1N=C(C=C2)C=2C=NN(C2)CC(C)(O)C